(3-amino-6-bromopyrazin-2-yl)-N,N-dimethyl-1H-pyrazole-4-carboxamide NC=1C(=NC(=CN1)Br)N1N=CC(=C1)C(=O)N(C)C